C1(CC1)C(=O)N1CCC(C1)OC=1C(=NC=CC1)OCC(F)(F)F (cyclopropanecarbonyl)-4-((2-(2,2,2-trifluoroethoxy)pyridin-3-yl)oxy)pyrrolidin